hexyl 3-((3-(2-hexyldecanamido)-4-oxo-4-((2-(piperidin-1-yl)ethyl)amino)butyl)thio)propanoate C(CCCCC)C(C(=O)NC(CCSCCC(=O)OCCCCCC)C(NCCN1CCCCC1)=O)CCCCCCCC